4-(4-fluoro-benzimidazol-2-yl)-1,2,5-oxadiazol-3-amine FC1=CC=CC=2N=C(NC21)C=2C(=NON2)N